C(C)(C)(C)OC(N[C@H](C(=O)NC1=CC(=C(C=C1)C1=C(C(=NC=C1)C)C)F)C(C1=CC=CC=C1)C1=CC=CC=C1)=O (S)-(1-((4-(2,3-dimethylpyridin-4-yl)-3-fluorophenyl)amino)-1-oxo-3,3-diphenylpropan-2-yl)carbamic acid tert-butyl ester